isopropyl 3-oxobutanoate O=C(CC(=O)OC(C)C)C